2-(2H-1,2,3-triazole-2-yl)benzoic acid N=1N(N=CC1)C1=C(C(=O)O)C=CC=C1